O=C(C(=O)OCC(F)(F)F)N1[C@H](CC[C@@H](C1)C)C1=CC(=CC=C1)OC[C@@H](C)N(C)C 2,2,2-Trifluoroethyl 2-oxo-2-[(2R,5S)-5-methyl-2-[3-[(2R)-2-(dimethylamino)propoxy]phenyl]-1-piperidyl]acetate